CC(C(C)C1=C(C=CC=C1O)O)CCCCCCCC 2-(3-Methylundecan-2-yl)benzene-1,3-diol